methyl 3-chloro-5-((4-(cyclopentylmethyl)piperazin-1-yl)methyl)benzoate ClC=1C=C(C(=O)OC)C=C(C1)CN1CCN(CC1)CC1CCCC1